(3,5-difluoro-4-(3-(1-methyl-1H-pyrazol-4-yl)-1H-pyrazolo[3,4-c]pyridin-5-yl)phenyl)-3-(2-methoxyethyl)urea FC=1C=C(C=C(C1C=1C=C2C(=CN1)NN=C2C=2C=NN(C2)C)F)NC(=O)NCCOC